γ-anilinopropylmethyldiethoxysilane N(C1=CC=CC=C1)CCC[Si](OCC)(OCC)C